(R)-6-chloro-3-((1-(2-cyano-7-methyl-3-(1-methyl-6-oxo-1,6-dihydropyridin-3-yl)quinoxalin-5-yl)ethyl)amino)picolinic acid ClC1=CC=C(C(=N1)C(=O)O)N[C@H](C)C1=C2N=C(C(=NC2=CC(=C1)C)C#N)C1=CN(C(C=C1)=O)C